4-fluoro-3-(4,4,5,5-tetramethyl-1,3,2-dioxaborolan-2-yl)benzaldehyde FC1=C(C=C(C=O)C=C1)B1OC(C(O1)(C)C)(C)C